FC=1C=C2C(=NC1)NC=C2C=2C=CC=1N(C2)C(=CN1)C(=O)NCC(F)F 6-(5-fluoro-1H-pyrrolo[2,3-b]pyridin-3-yl)-N-(2,2-difluoroethyl)imidazo[1,2-a]pyridine-3-carboxamide